(R)-1-(3-(3-(5-amino-4-methoxypyrimidin-2-yl)-5-chlorophenyl)morpholino)prop-2-en-1-one NC=1C(=NC(=NC1)C=1C=C(C=C(C1)Cl)[C@@H]1COCCN1C(C=C)=O)OC